[N-]=C=O.[N-]=C=O.C(Cl)(Cl)Cl chloroform diisocyanate